1-(tert-butyl)-4-(3-(trifluoromethyl)phenoxy)-1H-pyrazole-5-carboxylic acid C(C)(C)(C)N1N=CC(=C1C(=O)O)OC1=CC(=CC=C1)C(F)(F)F